morpholino-[4-morpholino-2-[(2E)-2-(m-tolylmethylene)hydrazino]furo[3,2-d]pyrimidin-6-yl]methanone O1CCN(CC1)C(=O)C1=CC=2N=C(N=C(C2O1)N1CCOCC1)N/N=C/C=1C=C(C=CC1)C